FC=1C(=C(C=C(C1)C(C)C)[C@H](C(=O)O)N1C[C@@H](CC1)N(C)CCCCCC1=NC=2NCCCC2C(=C1)OC)OC (R)-2-(3-fluoro-5-isopropyl-2-methoxyphenyl)-2-((R)-3-((5-(4-methoxy-5,6,7,8-tetrahydro-1,8-naphthyridin-2-yl)pentyl)(methyl)amino)pyrrolidin-1-yl)acetic acid